5-{3-phenyl(1,1'-biphenyl-3-yl)}-8-(4'-phenyl-1,1'-biphenyl-3-yl)-5H,8H-Indolo[2,3-c]carbazole C1(=CC=CC=C1)C1(CC(=CC=C1)C1=CC=CC=C1)N1C2=CC=CC=C2C2=C1C=CC=1N(C=3C=CC=CC3C21)C=2C=C(C=CC2)C2=CC=C(C=C2)C2=CC=CC=C2